ferrous sulfate Sodium selenate [Se](=O)(=O)([O-])[O-].[Na+].S(=O)(=O)([O-])O.[Fe+2]